phenyl(biphenylyl)Phenyl[bis(biphenylyl)triazinyl]dibenzofuran C1(=CC=CC=C1)C1=C(C(=C(C2=C1OC1=C2C=CC=C1)C1=NN=NC(=C1C1=C(C=CC=C1)C1=CC=CC=C1)C1=C(C=CC=C1)C1=CC=CC=C1)C1=CC=CC=C1)C1=C(C=CC=C1)C1=CC=CC=C1